(3R)-1-{3-[3-(4-Phenylbutoxy)phenyl]propanoyl}pyrrolidin-3-yl dihydrogen phosphate ammonium salt [NH4+].P(=O)(O[C@H]1CN(CC1)C(CCC1=CC(=CC=C1)OCCCCC1=CC=CC=C1)=O)(O)O